CC=1C=C(C=CC1C)N1N=CC2=C1N=C(N(C2=O)OCCCCN2CCN(CC2)C2=CC=CC=C2)C 1-(3,4-dimethylphenyl)-6-methyl-5-{[4-(4-phenylpiperazin-1-yl)butyl]oxy}-4,5-dihydropyrazolo[3,4-d]pyrimidin-4-one